(S)-3-[1-(6-chloropyridin-2-yl)pyrrolidin-3-yl]-3-[4-(7H-pyrrolo[2,3-d]pyrimidin-4-yl)-1H-pyrazol-1-yl]propanenitrile ClC1=CC=CC(=N1)N1CC(CC1)[C@H](CC#N)N1N=CC(=C1)C=1C2=C(N=CN1)NC=C2